4-(2-(4,4-difluoropiperidin-1-yl)-6-methylpyrimidin-4-yl)-1H-pyridin FC1(CCN(CC1)C1=NC(=CC(=N1)C1=CCNC=C1)C)F